ClC=1C=C(C=C(C1)Cl)C(CC(=O)O)NC(=O)C=1C=NN(C1)CCC1=NC=2NCCCC2C=C1 3-(3,5-dichlorophenyl)-3-(1-(2-(5,6,7,8-tetrahydro-1,8-naphthyridin-2-yl)ethyl)-1H-pyrazole-4-carboxamido)propionic acid